5-bromo-4'-chloro-6-methyl-[1,1'-biphenyl]-3-carbaldehyde BrC=1C=C(C=C(C1C)C1=CC=C(C=C1)Cl)C=O